1-(2-((tetrahydro-2H-pyran-4-yl)oxy)-5-(4,4,5,5-tetramethyl-1,3,2-dioxaborolan-2-yl)benzyl)azetidine O1CCC(CC1)OC1=C(CN2CCC2)C=C(C=C1)B1OC(C(O1)(C)C)(C)C